NC(C(=O)O)CCCNN 2-amino-5-hydrazineylpentanoic acid